C(C)(C)(C)C1C2(CCC(CN1)N2C(=O)O)C=C.C(C)(C)(C)C=2C=C(C=C(C2O)C(C)(C)C)C(O)C(CO)(CO)CO (3,5-di-tert-butyl-4-hydroxyphenyl)pentaerythritol tert-butyl-1-vinyl-3,8-diazabicyclo[3.2.1]octane-8-carboxylate